3-(2-((tert-butyldiphenylsilyl)oxy)ethyl)cyclobut-1-en-1-yl trifluoromethanesulfonate FC(S(=O)(=O)OC1=CC(C1)CCO[Si](C1=CC=CC=C1)(C1=CC=CC=C1)C(C)(C)C)(F)F